ClC=1C=C(C=C(C1)OCC(F)(F)F)C1(CC1)NC(CC(C)(C=1SC=C(N1)C)O)=O N-(1-(3-chloro-5-(2,2,2-trifluoroethoxy)phenyl)cyclopropyl)-3-hydroxy-3-(4-methylthiazol-2-yl)butanamide